2H,3H,4H,5H,6H-pyrrolo[3,4-c]pyrrole-2-carboxylate C1N(CC2=C1CNC2)C(=O)[O-]